N-(4-((4-(1-((5,6-bis(benzyloxy)pyrimidin-4-yl)methyl)-3-isopropyl-2-oxoimidazolin-4-yl)phenyl)ethynyl)benzyl)-2-hydroxyacetamide C(C1=CC=CC=C1)OC=1C(=NC=NC1OCC1=CC=CC=C1)CN1C(N(C(C1)C1=CC=C(C=C1)C#CC1=CC=C(CNC(CO)=O)C=C1)C(C)C)=O